N-tetrahydronaphthalen-1-ylpyridin-2-carboxamide C1(CCCC2=CC=CC=C12)NC(=O)C1=NC=CC=C1